COC1=C(C=CC(=N1)C#N)NC1=NNC2=CC(=CC=C12)[C@@H]1C[C@@]12C(NC1=CC=C(C=C21)OC)=O 6-methoxy-5-({6-[(1r,2s)-5'-methoxy-2'-oxo-1',2'-dihydrospiro[cyclopropan-1,3'-indol]-2-yl]-1H-indazol-3-yl}amino)pyridine-2-carbonitrile